2-{4-chloro-1H-pyrrolo[3,2-c]pyridin-3-yl}-5-[4-(trifluoromethyl)-phenoxy]-1,3,4-thiadiazole ClC1=NC=CC2=C1C(=CN2)C=2SC(=NN2)OC2=CC=C(C=C2)C(F)(F)F